FC1CCC(CC1)CN1N=CC(=C1)C=1C(=NC(=CC1)C)C1=CC=C2C=CC=NC2=C1 7-(3-{1-[(4-Fluorocyclohexyl)methyl]-1H-pyrazol-4-yl}-6-methylpyridin-2-yl)chinolin